ClC=1C=CC2=C(C1)C(OC=1N=CSC12)C 7-Chloro-5-methyl-5H-isochromeno[3,4-d]thiazole